(R)-N-(2-methyl-2H-benzo[d][1,2,3]triazol-5-yl)-4-(3-methylpiperazin-1-yl)-2,3-dihydro-1H-pyrrolo[2,3-b]pyridine-1-carboxamide CN1N=C2C(=N1)C=CC(=C2)NC(=O)N2CCC=1C2=NC=CC1N1C[C@H](NCC1)C